(S)-N'-(2-(3,4-dichlorophenyl)acetyl)-2-((S)-2,2-dimethylcyclopropane-1-carbonyl)-6-(thiazole-5-carbonyl)-2,6-diazaspiro[3.4]octane-8-carbohydrazide ClC=1C=C(C=CC1Cl)CC(=O)NNC(=O)[C@@H]1CN(CC12CN(C2)C(=O)[C@@H]2C(C2)(C)C)C(=O)C2=CN=CS2